O.O.C(=O)([O-])C(O)C(O)C(=O)[O-].[Na+].[Na+] Natrium tartrat Dihydrat